OC(C(C)(C)C1=CC=C(C=C1)C1(CC(C2=CC(=CC=C12)C(C(C)(C)O)=O)(C)C)C)=O 1-[2,3-dihydro-1-[4-(1-hydroxy-2-methyl-1-oxopropyl)phenyl]-1,3,3-trimethyl-1H-inden-5-yl]-2-hydroxy-2-methyl-1-propanone